C(#N)[C@@H]1C[C@@]2(CN1C([C@H](CC1=CC(=CC=C1)F)NC([C@H](C(C)(C)C)NC(C(F)(F)F)=O)=O)=O)C(NC1=CC=C(C=C12)F)=O (S)-N-((S)-1-((3R,5'S)-5'-cyano-5-fluoro-2-oxospiro[indoline-3,3'-pyrrolidine]-1'-yl)-3-(3-fluorophenyl)-1-oxopropan-2-yl)-3,3-dimethyl-2-(2,2,2-trifluoroacetylamino)butanamide